(2S,5R)-2-(Methoxymethyl)-2,5-dimethyl-5-(8-(prop-1-yn-1-yl)dibenzo[b,d]thiophen-2-yl)morpholin-3-imine COC[C@@]1(C(N[C@@](CO1)(C1=CC2=C(SC3=C2C=C(C=C3)C#CC)C=C1)C)=N)C